CN1CCN(CC1)C(=O)O[C@H]1/C=C/[C@@H]([C@H](OC(C[C@H](CC[C@H]1C)O)=O)/C(=C/C1=CC(=CC=C1)S(NCC)(=O)=O)/C)C [(2S,3S,4E,6R,7R,10S)-2-[(E)-1-[3-(ethylsulfamoyl)phenyl]prop-1-en-2-yl]-10-hydroxy-3,7-dimethyl-12-oxo-1-oxacyclododec-4-en-6-yl] 4-methylpiperazine-1-carboxylate